FC1=C(C=CC=C1)C1=NC(=NC(=N1)NC(C)C)NC1=CC(=NC=C1)C(F)(F)F (2-fluorophenyl)-N2-isopropyl-N4-(2-(trifluoromethyl)pyridin-4-yl)-1,3,5-triazine-2,4-diamine